2'-(2-chloroanilino)-6'-dibutylaminospiro(phthalide-3,9'-xanthene) methyl-3-[(4-[3-[(tert-butoxycarbonyl)amino]propanamido]-1-methylimidazol-2-yl)formamido]propanoate COC(CCNC(=O)C=1N(C=C(N1)NC(CCNC(=O)OC(C)(C)C)=O)C)=O.ClC1=C(NC2=CC=3C4(C5=CC=C(C=C5OC3C=C2)N(CCCC)CCCC)OC(=O)C2=CC=CC=C24)C=CC=C1